4-(6-amino-5-methylpyridin-3-yl)piperazine-1-carboxylic acid tert-butyl ester C(C)(C)(C)OC(=O)N1CCN(CC1)C=1C=NC(=C(C1)C)N